(S)-N-(3-(2-((1,5-dimethyl-1H-pyrazol-3-yl)amino)-5-methylpyrimidin-4-yl)-1H-indol-7-yl)-2-(3-((6-(1-methyl-1H-pyrazol-4-yl)pyrimidin-4-yl)oxy)pyrrolidin-1-yl)acetamide CN1N=C(C=C1C)NC1=NC=C(C(=N1)C1=CNC2=C(C=CC=C12)NC(CN1C[C@H](CC1)OC1=NC=NC(=C1)C=1C=NN(C1)C)=O)C